(2S)-2-amino-4-(cyclobutylmethoxy)butanoic acid N[C@H](C(=O)O)CCOCC1CCC1